N=1C=CN2N=C(C=CC21)C2=CNC=1N=C(N=CC12)NC1CC(C1)(C(=O)N(C)C)C 3-((5-(imidazo[1,2-b]pyridazin-6-yl)-7H-pyrrolo[2,3-d]pyrimidin-2-yl)amino)-N,N,1-trimethylcyclobutane-1-carboxamide